(S)-2-(1-methylcyclohexane-1-carboxamido)-9-(5,6,7,8-tetrahydro-1,8-naphthyridin-2-yl)nonanoic acid methyl ester COC([C@H](CCCCCCCC1=NC=2NCCCC2C=C1)NC(=O)C1(CCCCC1)C)=O